O=C1NC(CCC1N1C(C2=CC=CC(=C2C1=O)CN1CCN(CC1)CC1=C(CCCC1)C1=CC=C(C=C1)F)=O)=O 2-(2,6-dioxopiperidin-3-yl)-4-((4-((4'-fluoro-3,4,5,6-tetrahydro-[1,1'-biphenyl]-2-yl)methyl)piperazin-1-yl)methyl)isoindoline-1,3-dione